9-cyclopropyl-8-(naphthalen-1-ylmethyl)-2-(2-nitrophenyl)-6-oxo-2,3,4,6-tetrahydropyrido[2,1-b][1,3]thiazine-4-carboxylic acid C1(CC1)C=1C(=CC(N2C1SC(CC2C(=O)O)C2=C(C=CC=C2)[N+](=O)[O-])=O)CC2=CC=CC1=CC=CC=C21